FC1=C(C2=C(OCO2)C(=C1)C(=O)N1[C@@H](C\C(\C1)=N/OC)CO)C=1C(=C(C#N)C=CC1)C 3-(5-Fluoro-7-((S,E)-2-(hydroxymethyl)-4-(methoxyimino)pyrrolidine-1-carbonyl)benzo[d][1,3]dioxol-4-yl)-2-methylbenzonitrile